10,11-dihydroxy-docosapentaenoic acid OC(C=CC=CC=CC=CC(=O)O)=C(CCCCCCCCCCC)O